4-(2-(2,6-dioxopiperidin-3-yl)-7-fluoro-1-oxoisoindolin-5-yl)piperazine-1-carboxylate O=C1NC(CCC1N1C(C2=C(C=C(C=C2C1)N1CCN(CC1)C(=O)[O-])F)=O)=O